C(C)[C@H]1OC2=C([C@@H](N(C1)CC1=CC(=CC=3C=CSC31)[C@H](CC(=O)O)C3=C(C1=C(N(N=N1)C)C(=C3)C)C)C)N=CC=C2 (3S)-3-(7-{[(2R,5S)-2-ethyl-5-methyl-2,3-dihydropyrido[2,3-f][1,4]oxazepin-4(5H)-yl]methyl}-1-benzothien-5-yl)-3-(1,4,7-trimethyl-1H-benzotriazol-5-yl)propanoic acid